P(O)(=O)(OP(=O)(O)OP(=O)(O)O)OC[C@@H]1[C@H](C[C@@](O1)(N1C(=O)NC(=O)C=C1)F)O.CC1=C(C=C(C(=O)NC2=CC(=CC=C2)C(F)(F)F)C=C1)[C@H]1CN(CC1)C=1C=NC=C(C1)C=1C=NN(C1)C (S)-4-methyl-3-(1-(5-(1-methyl-1H-pyrazol-4-yl)pyridin-3-yl)pyrrolidin-3-yl)-N-(3-(trifluoromethyl)phenyl)benzamide fluoro-2'-deoxyuridine-5'-triphosphate